tert-butyl 3-hydroxypropoxy(methyl)carbamate OCCCON(C(OC(C)(C)C)=O)C